1-(2,2-dimethylpropionyloxy)-3-[2-(4-chlorophenyl)-2-oxoethyl]Imidazole CC(C(=O)ON1CN(C=C1)CC(=O)C1=CC=C(C=C1)Cl)(C)C